2-((4S,5S)-5-(2-chlorobenzyl)-2,2-diethyl-1,3-dioxolan-4-yl)ethyl sulfamate S(N)(OCC[C@@H]1OC(O[C@H]1CC1=C(C=CC=C1)Cl)(CC)CC)(=O)=O